N-[(2-Oxo-1H-pyridin-3-yl)sulfonyl]-6-[4-(trifluoromethyl)phenyl]-2-[(4S)-2,2,4-trimethylpyrrolidin-1-yl]pyridin-3-carboxamid O=C1NC=CC=C1S(=O)(=O)NC(=O)C=1C(=NC(=CC1)C1=CC=C(C=C1)C(F)(F)F)N1C(C[C@@H](C1)C)(C)C